ClC=1C=C2C(=CN1)N(C(=C2)I)C([2H])([2H])[2H] 5-chloro-2-iodo-1-(methyl-d3)-1H-pyrrolo[2,3-c]pyridine